C(C1=CC=CC=C1)OC(=O)N[C@@H](CCCNC(N)=N)C(=O)O Nα-Benzyloxycarbonyl-L-arginine